O=C1N(C(=CN=C1NCC1=CC=C(C=C1)OC1=CC=CC=C1)C1=CC=CC=C1)CC(=O)OC methyl 2-(2-oxo-3-((4-phenoxybenzyl)amino)-6-phenylpyrazin-1(2H)-yl)acetate